C(C)N1C(=NC2=NC(=C(C=C21)C2=NN=NN2)OC)C(O)(C2=CC=CC=C2)C2=CC=CC=C2 [1-ethyl-5-methoxy-6-(1H-1,2,3,4-tetrazol-5-yl)-1H-imidazo[4,5-b]pyridin-2-yl]diphenylmethanol